1-(bromomethyl)-2-chlorobenzene BrCC1=C(C=CC=C1)Cl